[Ir].[Ag].[Au] gold-silver-iridium